C1(CC1)C1=NN(C(=C1C)NC(=O)N[C@@H]1CN(C[C@H]1C1=CC=C(C=C1)F)CCOC)C1=CC=CC=C1 1-(3-cyclopropyl-4-methyl-1-phenyl-1H-pyrazol-5-yl)-3-((3S,4R)-4-(4-fluorophenyl)-1-(2-methoxyethyl)pyrrolidin-3-yl)urea